N[C@@H]1CN(CC1)C=1C=CC(=NC1)N1CC=2C(=NC=CC2C1=O)C1=C(C=CC=C1OC)F 2-(5-((3S)-3-Aminopyrrolidin-1-yl)pyridin-2-yl)-4-(2-fluoro-6-methoxyphenyl)-2,3-dihydro-1H-pyrrolo[3,4-c]pyridin-1-one